NC1CCN(CC1)C1=NC=CC2=CC(=C(C=C12)OC)C(=O)N 1-(4-aminopiperidin-1-yl)-7-methoxyisoquinoline-6-carboxamide